spiro[cyclopropane-1,2'-pyrrolizine] C1C2(CN3C=CC=C13)CC2